S1C=NC2=C1C=CC=C2 1,3-benzothiazole